COC(=O)[C@@H]1OC2=CC=CC=C2C(C1)=O (R)-4-oxo-chroman-2-carboxylic acid methyl ester